[F-].C(CCCCCC)[NH+]1CC(CC1)CCC 1-heptyl-3-propylpyrrolidinium fluoride salt